7-[2-[5-[2-[[3-fluoro-5-(1,1,2,2,3,3,3-heptafluoropropyl)-2-pyridyl]carbamoyl]-4-nitro-phenyl]sulfanyltetrazol-1-yl]ethoxy]-7-oxo-heptanoic acid FC=1C(=NC=C(C1)C(C(C(F)(F)F)(F)F)(F)F)NC(=O)C1=C(C=CC(=C1)[N+](=O)[O-])SC1=NN=NN1CCOC(CCCCCC(=O)O)=O